O1CCN(CC1)CC[C@H](CSC1=CC=CC=C1)NC1=C(C=C(C=C1)S(=O)(=O)N)[N+](=O)[O-] (R)-4-((4-morpholino-1-(phenylsulfanyl)butan-2-yl)amino)-3-nitrobenzenesulfonamide